ethoxybis(4-tert-butylphenyl)phosphine C(C)OP(C1=CC=C(C=C1)C(C)(C)C)C1=CC=C(C=C1)C(C)(C)C